(S)-4-((2-(tert-butoxy)ethyl)(4-(5,6,7,8-tetrahydro-1,8-naphthyridin-2-yl)butyl)amino)-2-(1-(3,5-dichloro-1H-pyrazol-1-yl)cyclopropane-1-carboxamido)butanoic acid C(C)(C)(C)OCCN(CC[C@@H](C(=O)O)NC(=O)C1(CC1)N1N=C(C=C1Cl)Cl)CCCCC1=NC=2NCCCC2C=C1